FC1=CC=C(OCCS(=O)(=O)Cl)C=C1 2-(4-fluorophenoxy)ethane-1-sulfonyl chloride